3-[8-Amino-6-phenylimidazo[1,2-a]pyrazin-3-yl]-N-(trans-4-hydroxycyclohexyl)-4-methylbenzenesulfonamide NC=1C=2N(C=C(N1)C1=CC=CC=C1)C(=CN2)C=2C=C(C=CC2C)S(=O)(=O)N[C@@H]2CC[C@H](CC2)O